4-[(Methylamino)sulfonyl]benzoic acid CNS(=O)(=O)C1=CC=C(C(=O)O)C=C1